Cl.CN(C=1SC2=C(N1)SC(=N2)C2=NC=C(C=C2O)C=2C=NNC2)C2CCN(CC2)C 2-{5-[Methyl(1-methylpiperidin-4-yl)amino][1,3]thiazolo[5,4-d][1,3]thiazol-2-yl}-5-(1H-pyrazol-4-yl)pyridin-3-ol Hydrochlorid